C(#N)C(C(=O)NC(OCC)=O)=NNC1=CC(=C(C(=C1)Cl)OC=1C=C2CCNC(C2=CC1)=O)Cl ethyl (2-cyano-2-(2-(3,5-dichloro-4-((1-oxo-1,2,3,4-tetrahydroisoquinolin-6-yl)oxy)phenyl)hydrazono)acetyl)carbamate